O=C1N(CC2=CC=CC=C12)CC(=O)N 1-oxoisoindolin-2-yl-acetamide